C(C=C)(=O)NC1=C(C2=C(CN([C@H](C2)C)C(=O)OC(C)(C)C)S1)C=1SC2=C(C=NC=C2)N1 tert-butyl (S)-2-acrylamido-5-methyl-3-(thiazolo[4,5-c]pyridin-2-yl)-4,7-dihydrothieno[2,3-c]pyridine-6(5H)-carboxylate